1-(2-chloroethyl)-1,2-dimethanesulfonyl-hydrazine ClCCN(NS(=O)(=O)C)S(=O)(=O)C